Cl.Cl.Cl.O1CCN(CC1)CC1=CC=C(C=C1)C1=CC(=C2C(=N1)C=CS2)NCCCN2CCCCC2 5-(4-(morpholinomethyl)phenyl)-N-(3-(piperidin-1-yl)propyl)thieno[3,2-b]pyridin-7-amine trihydrochloride